CN(CC[C@H]1N(CCC1)C=1C=CC=CC1)C 3-{(2S)-2-[2-(dimethylamino)ethyl]pyrrolidin-1-yl}benzene